ClC1=C(C=CC=C1)[C@@H](C(=O)OC)N1CC=2C(CC1)SC(C2)=O methyl (2S)-2-(2-chlorophenyl)-2-(2-oxo-7,7a-dihydrothieno[3,2-c]pyridin-5(2H,4H,6H)-yl)acetate